tert-Butyl (3R)-3-[[5-[2-methoxy-6-methyl-4-(trifluoromethyl)phenyl]-4-oxido-oxazolo[4,5-b]pyridin-4-ium-2-yl]amino]piperidine-1-carboxylate COC1=C(C(=CC(=C1)C(F)(F)F)C)C1=CC=C2C(=[N+]1[O-])N=C(O2)N[C@H]2CN(CCC2)C(=O)OC(C)(C)C